4-methyl-2-(morpholin-4-yl)-8-[2-(tetrahydropyran-2-yl)-2H-pyrazol-3-yl]-[1,7]Naphthyridine CC1=CC(=NC2=C(N=CC=C12)C=1N(N=CC1)C1OCCCC1)N1CCOCC1